(3R)-7-[5-[1-(tert-butoxycarbonylamino)-2,2,2-trifluoro-ethyl]-1,2,4-oxadiazol-3-yl]-8-fluoro-5-[(4-isopropoxyphenyl)methyl]-1,1,4-trioxo-2,3-dihydro-1λ6,5-benzothiazepin-3-ylcarbamate C(C)(C)(C)OC(=O)NC(C(F)(F)F)C1=NC(=NO1)C=1C(=CC2=C(N(C([C@H](CS2(=O)=O)NC([O-])=O)=O)CC2=CC=C(C=C2)OC(C)C)C1)F